C1(=CCCC1)C(=O)[O-] cyclopent-1-en-1-carboxylat